5-[3-(3-ethylphenylamino)-2-hydroxypropyl]-1,3,4-oxadiazol-2(3H)-one C(C)C=1C=C(C=CC1)NCC(CC1=NNC(O1)=O)O